N(=[N+]=[N-])[C@H](C(=O)N1[C@@H](C[C@H](C1)O[Si](C)(C)C(C)(C)C)C(=O)N[C@@H](C)C1=CC=C(C=C1)C1=C(N=CS1)C)C(C)C (2S,4R)-1-((S)-2-azido-3-methylbutanoyl)-4-((tert-butyldimethylsilyl)oxy)-N-((S)-1-(4-(4-methylthiazol-5-yl)phenyl)ethyl)pyrrolidine-2-carboxamide